alpha-methyl-1-adamantane-mevalonate hydrochloride Cl.CC(C(=O)O)[C@@](O)(C)CC(O)C12CC3CC(CC(C1)C3)C2